O=C1N(C(C=C1)=O)CCOCCOCCC(N[C@H](C(N[C@H](C(=O)N)CCCNC(=O)N)=O)C(C)C)=O (2S,5S)-15-(2,5-dioxo-2,5-dihydro-1H-pyrrol-1-yl)-5-isopropyl-4,7-dioxo-2-(3-ureidopropyl)-10,13-dioxa-3,6-diazapentadecanamide